tert-Butyl 4-(1,5-dimethyl-1H-imidazol-2-yl)piperazine-1-carboxylate CN1C(=NC=C1C)N1CCN(CC1)C(=O)OC(C)(C)C